N-(4-bromo-1,3-thiazol-2-yl)-4-(morpholin-4-yl)benzamide BrC=1N=C(SC1)NC(C1=CC=C(C=C1)N1CCOCC1)=O